O=C1NC(CCC1C=1C(=NC=C(C1)N1CCC(CC1)C=O)C(=O)N)=O (2,6-Dioxopiperidin-3-yl)-5-(4-formylpiperidin-1-yl)pyridine-2-carboxamide